bis-[4-(2,3-dihydroxypropoxy) phenyl] sulfide OC(COC1=CC=C(C=C1)SC1=CC=C(C=C1)OCC(CO)O)CO